[Fe].[K] Potassium Iron